NCCCNCCCCNCCCN anti-Spermine